((1S,2R,4S)-2-(methoxymethyl)-3-oxoquinuclidin-2-yl)methyl (4-((((1S,2R,4S)-2-(methoxymethyl)-3-oxoquinuclidin-2-yl)methoxy)methyl)phenyl)carbamate COC[C@@]1(N2CCC(C1=O)CC2)COCC2=CC=C(C=C2)NC(OC[C@]2(N1CCC(C2=O)CC1)COC)=O